aminoisooctyl alcohol NC(CCCCC(C)C)O